2-(3-t-butyl-2-hydroxyphenyl)-4-isopropyl-5-methylimidazole C(C)(C)(C)C=1C(=C(C=CC1)C=1NC(=C(N1)C(C)C)C)O